COC[C@@H]1N(CCN(C1)C1=NC=CC=C1)C1=NC=C(C=N1)C=C (R)-2-(2-(methoxymethyl)-4-(pyridin-2-yl)piperazin-1-yl)-5-vinylpyrimidine